3-chloro-4-((3,5-difluoropyridin-2-yl)methoxy-d)-5',6-dimethyl-2-oxo-2H-[1,4'-bipyridine]-2'-carboxylic acid ClC=1C(N(C(=CC1OC([2H])C1=NC=C(C=C1F)F)C)C1=CC(=NC=C1C)C(=O)O)=O